tert-Butyl (2S,4R)-2-(((3-chloro-2-fluorobenzyl)((2,2,2-trichloroethoxy)carbonyl)amino)methyl)-4-fluoropyrrolidine-1-carboxylate ClC=1C(=C(CN(C(=O)OCC(Cl)(Cl)Cl)C[C@H]2N(C[C@@H](C2)F)C(=O)OC(C)(C)C)C=CC1)F